C(C)C1CSC2=C(N(C1=O)C1=CC=CC=C1)C=C(C(=C2)OC)I 3-ethyl-7-iodo-8-methoxy-5-phenyl-2,3-dihydro-1,5-benzothiazepin-4(5H)-one